tert-butyl 4-(5-{2-[(2S,4R)-4-fluoro-2-{[(S)-[3-fluoro-4-(propan-2-yl)phenyl](phenyl)methyl]carbamoyl} pyrrolidin-1-yl]-2-oxoethyl}-1H-1,2,3-triazol-4-yl)piperazine-1-carboxylate F[C@@H]1C[C@H](N(C1)C(CC1=C(N=NN1)N1CCN(CC1)C(=O)OC(C)(C)C)=O)C(N[C@@H](C1=CC=CC=C1)C1=CC(=C(C=C1)C(C)C)F)=O